5-(4-((3-ethyl-6-fluoro-2,4-dioxo-1,2,3,4-tetrahydroquinazolin-7-yl)methyl)piperazin-1-yl)-N,6-dimethylpicolinamide C(C)N1C(NC2=CC(=C(C=C2C1=O)F)CN1CCN(CC1)C=1C=CC(=NC1C)C(=O)NC)=O